CC=1NC(C(=C2CCCCC12)CNC(C1=CN=C(C=C1)C(F)(F)F)=O)=O N-((1-methyl-3-oxo-2,3,5,6,7,8-hexahydroisoquinolin-4-yl)methyl)-6-(trifluoromethyl)nicotinamide